NC=1SC(=C(N1)C)C1NC(C2=CC=CC=C2C1C(F)(F)F)=O (2-amino-4-methylthiazol-5-yl)-4-(trifluoromethyl)-3,4-dihydroisoquinolinone